[2-[2-[tert-butyl(dimethyl)silyl]oxyethyl]-4-iodo-5-isopropoxy-pyrazol-3-yl]methanol [Si](C)(C)(C(C)(C)C)OCCN1N=C(C(=C1CO)I)OC(C)C